BrCC1=CC=CC(=N1)C#N 6-(bromomethyl)picolinonitrile